S1C(=CC=C1)C(=O)[O-].[P+3].S1C(=CC=C1)C(=O)[O-].S1C(=CC=C1)C(=O)[O-] phosphorus thiophenate